(R)-8-(4-acryloylpiperazin-1-yl)-3-(benzyloxy)-11-(4-fluorophenyl)-10-(trifluoromethyl)-3,4-dihydro-2H,6H-[1,4]thiazepino[2,3,4-ij]quinazolin-6-one C(C=C)(=O)N1CCN(CC1)C1=NC(N2C3=C(C(=C(C=C13)C(F)(F)F)C1=CC=C(C=C1)F)SC[C@@H](C2)OCC2=CC=CC=C2)=O